C1(CCCC1)N1C(N(C=2C1=C1C(=NC2)NC(=C1C=1C=C2C=NN(C2=CC1)C)C=1C=NN(C1)CCOC)C)=O 1-Cyclopentyl-7-(1-(2-methoxyethyl)-1H-pyrazol-4-yl)-3-methyl-8-(1-methyl-1H-indazol-5-yl)-3,6-dihydroimidazo[4,5-d]pyrrolo[2,3-b]pyridin-2(1H)-one